C(CCCCCCCC(=O)OC1CC(N(C(C1)(C)C)O)(C)C)(=O)OC1CC(N(C(C1)(C)C)O)(C)C bis(1-oxyl-2,2,6,6-tetramethylpiperidin-4-yl) nonanedioate